N1(C=NC=C1)C1=C(C(=O)N)C=C(C=C1)F (2-imidazole-1-yl)-5-fluorobenzamide